(2R,4S)-1-([1,3]dioxolo[4,5-c]pyridin-4-ylmethyl)-4-fluoro-N-(5-phenylpyrazin-2-yl)pyrrolidine-2-carboxamide O1COC=2C(=NC=CC21)CN2[C@H](C[C@@H](C2)F)C(=O)NC2=NC=C(N=C2)C2=CC=CC=C2